ammonium trisulfide [NH4+].[NH4+].[S-]S[S-]